ClC1=CC(=NC2=CC=NC=C12)C(=O)OCC ethyl 4-chloro-1,6-naphthyridine-2-carboxylate